trans-Methyl 4-((3-(2-cyclopropyloxazol-4-yl)-pyridin-2-yl)((trans-4-(5-methoxy-6-methylpyridin-2-yl)cyclohexyl)-methyl)carbamoyl)-cyclohexanecarboxylate C1(CC1)C=1OC=C(N1)C=1C(=NC=CC1)N(C(=O)[C@@H]1CC[C@H](CC1)C(=O)OC)C[C@@H]1CC[C@H](CC1)C1=NC(=C(C=C1)OC)C